FC1=CC=C(C=C1)C(N1C[C@@H](N(C[C@H]1C)C1=CC(N(C=2C=CC(=NC12)C#N)C)=O)C)C1=NC(=NO1)C1CN(C1)C 8-((2s,5r)-4-((4-fluorophenyl)(3-(1-methylazetidin-3-yl)-1,2,4-oxadiazol-5-yl)methyl)-2,5-dimethylpiperazin-1-yl)-5-methyl-6-oxo-5,6-dihydro-1,5-naphthyridine-2-carbonitrile